[2-(5-chloro-1H-indol-3-yl)ethyl](propan-2-yl)azanium iodide [I-].ClC=1C=C2C(=CNC2=CC1)CC[NH2+]C(C)C